COC=1C=CC2=C(NC(=N2)C2=CC(=NN2CC2=CC=C(C=C2)OC)NC(=O)C=2C=NC(=CC2)N2CCN(CC2)C)C1 N-[5-(6-methoxy-1H-benzimidazol-2-yl)-1-[(4-methoxyphenyl)-methyl]pyrazol-3-yl]-6-(4-methylpiperazin-1-yl)pyridine-3-carboxamide